acetylglycinat C(C)(=O)NCC(=O)[O-]